C(C)(C)(C)OC(N(CC1(CC1)C=1OC(=NN1)C1=C(C=CC=C1)NC1=CC=C(C=C1)C(F)(F)F)C)=O tert-butylmethyl((1-(5-(2-((4-(trifluoromethyl)phenyl)amino)phenyl)-1,3,4-oxadiazol-2-yl)cyclopropyl)methyl)carbamate